3-(4-(7-(tert-butoxycarbonyl)-7-azaspiro[3.5]nonan-2-yl)-3-(2-isopropylphenyl)-5-oxopiperazine-1-carbonyl)bicyclo[1.1.1]pentane-1-carboxylic acid C(C)(C)(C)OC(=O)N1CCC2(CC(C2)N2C(CN(CC2=O)C(=O)C23CC(C2)(C3)C(=O)O)C3=C(C=CC=C3)C(C)C)CC1